C(C1=CC=CC=C1)OC=1C=C2CCC(=C(C2=CC1)C1=CC=C(C=C1)N1CCC(CC1)CC(OC)OC)C1=CC=CC=C1 1-[4-(6-benzyloxy-2-phenyl-3,4-dihydronaphthalen-1-yl)phenyl]-4-(2,2-dimethoxyethyl)piperidine